(Z)-1-(3-((3-((1H-pyrrol-2-yl)methylene)-2-oxoindolin-6-yl)amino)-4-methylphenyl)-3-(2-fluoro-5-(trifluoromethyl)phenyl)urea N1C(=CC=C1)\C=C\1/C(NC2=CC(=CC=C12)NC=1C=C(C=CC1C)NC(=O)NC1=C(C=CC(=C1)C(F)(F)F)F)=O